FC1=C(C=C(C=C1)F)[C@@]1([C@H](C1)CO)C(=O)OCC ethyl (1R,2S)-1-(2,5-difluorophenyl)-2-(hydroxymethyl)-cyclopropane-1-carboxylate